ClC=1C=C(NC2(CCC3(C(CC4=CC=CC=C34)C[C@H](COC3=C4C(=NC=C3)C=CN4C)C)CC2)C(=O)O)C=CC1 4-(3-Chloroanilino)-2'-{(2R)-2-methyl-3-[(1-methyl-1H-pyrrolo[3,2-b]pyridin-7-yl)oxy]propyl}-2',3'-dihydrospiro[cyclohexane-1,1'-indene]-4-carboxylic acid